5-[3-(4,6-difluoro-1H-benzoimidazol-2-yl)-1H-indazol-5-yl]-N-ethyl-4-methyl-3-pyridinecarboxamide FC1=CC(=CC=2NC(=NC21)C2=NNC1=CC=C(C=C21)C=2C(=C(C=NC2)C(=O)NCC)C)F